BrC1=C2CCCC2=CC=C1 (S)-4-Bromo-2,3-dihydro-1H-inden